C(CCCCCCC\C=C/CCCCCCCC)(=O)N[C@@H](CO)C(=O)O.[Sr] Strontium oleoyl-serine